C(C)N1[C@@H]([C@@H](CCC1)C1=CC=2C(=NC=CC2NC=2C=CC3=C(N=CS3)C2)S1)C N-(2-((2R,3R)-1-ethyl-2-methylpiperidin-3-yl)thieno[2,3-b]pyridin-4-yl)benzo[d]thiazol-5-amine